(2R,3R)-2-(3,4-dihydroxyphenyl)-6-[(2R,3R,4S)-2-(3,4-dihydroxyphenyl)-3,5,7-trihydroxy-3,4-dihydro-2H-benzopyran-4-yl]-3,4-dihydro-2H-benzopyran-3,5,7-triol OC=1C=C(C=CC1O)[C@H]1OC=2C(C[C@H]1O)=C(C(=C(C2)O)[C@@H]2[C@H]([C@H](OC1=C2C(=CC(=C1)O)O)C1=CC(=C(C=C1)O)O)O)O